NC1CCN(CC1)C1=NC(=NC=N1)NC1=CC2=C(N=C(O2)C)C=C1 N-(4-(4-aminopiperidin-1-yl)-1,3,5-triazin-2-yl)-2-methylbenzo[d]oxazol-6-amine